C(C)OC([C@@H](N(C1=CC=C(C=C1)F)C=1SC(=C(N1)Cl)C(=O)C1=NC(=NO1)C1=CC(=CC=C1)F)C)=O.CN=NC1=NNC=C1 |r| methyl-azoazole rac-ethyl-N-(4-chloro-5-{[3-(3-fluorophenyl)-1,2,4-oxadiazol-5-yl]carbonyl}-1,3-thiazol-2-yl)-N-(4-fluorophenyl)alaninate